CC1(CCC(CC1)N1N=CC(=C1)B1OC(C(O1)(C)C)(C)C)O (1r,4r)-1-methyl-4-(4-(4,4,5,5-tetramethyl-1,3,2-dioxaborolan-2-yl)-1H-pyrazol-1-yl)cyclohexan-1-ol